CC(CC1=CC=CC=C1)C 2-methyl-1-phenylpropane